tert-butyl N-[5-(4,4,5,5-tetramethyl-1,3,2-dioxaborolan-2-yl)thiazolo[4,5-b]pyrazin-2-yl]carbamate CC1(OB(OC1(C)C)C1=CN=C2C(=N1)N=C(S2)NC(OC(C)(C)C)=O)C